1-{5-[3-(2-methoxy-4-methylphenyl)-1,2,4-oxadiazol-5-yl]-1H-1,2,3-benzotriazol-1-yl}-2-methyl-propan-2-ol COC1=C(C=CC(=C1)C)C1=NOC(=N1)C1=CC2=C(N(N=N2)CC(C)(O)C)C=C1